4-(4-(4-(4-((2,6-dioxopiperidin-3-yl)amino)-2-fluorophenyl)piperazin-1-yl)-3,3-difluoropiperidin-1-yl)butanal O=C1NC(CCC1NC1=CC(=C(C=C1)N1CCN(CC1)C1C(CN(CC1)CCCC=O)(F)F)F)=O